(S)-1'-(6-((3,4-dihydro-2H-benzo[b][1,4]oxazin-8-yl)thio)-1H-imidazo[4,5-b]pyrazin-2-yl)-6-fluoro-1,3-dihydrospiro[indene-2,4'-piperidin]-1-amine O1C2=C(NCC1)C=CC=C2SC2=CN=C1C(=N2)NC(=N1)N1CCC2(CC1)[C@@H](C1=CC(=CC=C1C2)F)N